1,2-bis-(4-bromophenyl)-ethylene BrC1=CC=C(C=C1)C=CC1=CC=C(C=C1)Br